CC=1N=C2N(N=C(C=C2C)C=2N=C3N(C(C2)=O)C=C(S3)[C@H]3[C@H](CNCC3)F)C1 7-(2,8-dimethylimidazo[1,2-b]pyridazin-6-yl)-2-[(3R,4R)-3-fluoro-4-piperidyl]thiazolo[3,2-a]pyrimidin-5-one